Z-11-tetradecadienal C=C\C=C/CCCCCCC(CCC)=O